2,5-dichloro-3-nitrobenzoic acid ClC1=C(C(=O)O)C=C(C=C1[N+](=O)[O-])Cl